1-chloro-4-iodo-benzene ClC1=CC=C(C=C1)I